1-(3,4-dichlorophenyl)-5-methyl-2-pyrazoline ClC=1C=C(C=CC1Cl)N1N=CCC1C